FC1=C(OC2=C3CC(C3=C(C=C2)C(F)(F)F)O)C=C(C=C1)C 2-(2-fluoro-5-methylphenoxy)-5-trifluoromethylbicyclo[4.2.0]octa-1,3,5-trien-7-ol